CC(CC(=O)O)=C(CCCC)C 3,4-dimethyl-3-octenoic acid